5-bromo-8-iodo-1,2,3,4-tetrahydroisoquinoline BrC1=C2CCNCC2=C(C=C1)I